C(C1=CC=CC=C1)OC1CC2(COC(C3=CC=CC=C23)(C(F)(F)F)O[Si](C)(C)C)CCC1 ((3-(benzyloxy)-1'-(trifluoromethyl)spiro[cyclohexane-1,4'-isochroman]-1'-yl)oxy)trimethylsilane